C1=CC=CC=2C3=CC=CC=C3C(C12)COC(=O)NCC(=O)N[C@@H](CC(C)C)C(=O)N1C([CH+]C(C1)OP(N(C(C)C)C(C)C)OCCC#N)COC(C1=CC=CC=C1)(C1=CC=C(C=C1)OC)C1=CC=C(C=C1)OC 1-((((9H-fluoren-9-yl)methoxy)carbonyl)glycyl-L-leucyl)-2-((bis(4-methoxyphenyl)(phenyl)methoxy)methyl)-4-(((2-cyanoethoxy)(diisopropylamino)phosphaneyl)oxy)pyrrolidin-3-ylium